6-[3-[2-[1-(trifluoromethyl)cyclopropyl]ethoxy]pyrazol-1-yl]pyridine-3-carboxamide FC(C1(CC1)CCOC1=NN(C=C1)C1=CC=C(C=N1)C(=O)N)(F)F